allyl (S)-(5-(benzyloxy)-2-(6-(hydroxymethyl)-4-(pyrimidin-5-yl)-1,2,3,6-tetrahydropyridine-1-carbonyl)-4-methoxyphenyl)carbamate C(C1=CC=CC=C1)OC=1C(=CC(=C(C1)NC(OCC=C)=O)C(=O)N1CCC(=C[C@H]1CO)C=1C=NC=NC1)OC